4-(4-Trifluoromethyl-phenyl)-[1,2,3]thiadiazol-5-ylamine FC(C1=CC=C(C=C1)C=1N=NSC1N)(F)F